5-cyano-2-mercaptobenzothiazole C(#N)C=1C=CC2=C(N=C(S2)S)C1